NC=1C=2N(C3=CC(=C(C=C3N1)F)C(=O)N1[C@@H]3[C@H](CCC1)OCC=1C=C(C=CC13)C=1C=NN(C1)C1CC1)C=NC2 |r| Rac-(4-amino-7-fluoroimidazo[1,5-a]quinoxalin-8-yl)((4aS,10bS)-8-(1-cyclopropyl-1H-pyrazol-4-yl)-2,3,4,4a,6,10b-hexahydro-1H-isochromeno[4,3-b]pyridin-1-yl)methanone